(2,6-diamino-3-(3-(4-(thiazol-2-ylmethoxy)benzyl)isoxazol-5-yl)pyridin-1-ium-1-yl)methyl hydrogen phosphate P(=O)(OC[N+]1=C(C(=CC=C1N)C1=CC(=NO1)CC1=CC=C(C=C1)OCC=1SC=CN1)N)(O)[O-]